(S)-4-(((S)-3-methoxy-1-oxo-1-(((1,2,3,4-tetrahydroquinolin-8-yl)methyl)amino)propan-2-yl)amino)-4-oxo-3-(3-phenylpropanamido)butanoic acid COC[C@@H](C(NCC=1C=CC=C2CCCNC12)=O)NC([C@H](CC(=O)O)NC(CCC1=CC=CC=C1)=O)=O